(R)-N-(4-(1-(1-(4-cyanobenzyl)-2-oxopyrrolidin-3-yl)piperidin-4-yl)phenyl)methanesulfonamide C(#N)C1=CC=C(CN2C([C@@H](CC2)N2CCC(CC2)C2=CC=C(C=C2)NS(=O)(=O)C)=O)C=C1